(R)-5-(4,4,5,5-tetramethyl-1,3,2-dioxaborolan-2-yl)-2-((1,1,1-trifluoropropan-2-yl)oxy)pyridine CC1(OB(OC1(C)C)C=1C=CC(=NC1)O[C@@H](C(F)(F)F)C)C